[O-]CCCC.[K+] Potassium r-butoxide